5-BROMO-3-IODO-2-(METHOXYMETHYL)-1-TOSYL-1H-PYRROLO[2,3-B]PYRIDINE BrC=1C=C2C(=NC1)N(C(=C2I)COC)S(=O)(=O)C2=CC=C(C)C=C2